ClC1=C(C=CC=C1C=1N=C(C(=NC1)CN1CC(C1)OC)SC)C1=C(C(=CC=C1)C=1N=C(C(=NC1)CN1CC(C1)OC)SC)Cl 5,5'-(2,2'-dichloro-[1,1'-biphenyl]-3,3'-diyl)bis(2-((3-methoxyazetidin-1-yl)methyl)-3-(methylthio)pyrazine)